FC1=CC(=CC=2C(=C(OC21)C)C(=O)NC2(CCOCC2)CO)OCC=2C(=NC=CC2)O 7-fluoro-N-(4-(hydroxymethyl)tetrahydro-2H-pyran-4-yl)-5-((2-hydroxypyridin-3-yl)methoxy)-2-methylbenzofuran-3-carboxamide